bis-phenoxyethanol fluorenediacrylate C=1(C(=CC=C2C3=CC=CC=C3CC12)C=CC(=O)O)C=CC(=O)O.O(C1=CC=CC=C1)C(C)(O)OC1=CC=CC=C1